(R)-7-(5-ethynyl-6-fluoroisoquinolin-4-yl)-8-fluoro-N-methyl-2-morpholino-N-(piperidin-2-ylmethyl)pyrido[4,3-d]pyrimidin-4-amine C(#C)C1=C2C(=CN=CC2=CC=C1F)C1=C(C=2N=C(N=C(C2C=N1)N(C[C@@H]1NCCCC1)C)N1CCOCC1)F